4-phenyl 6-methyl 7-bromo-2,3-dihydro-4H-benzo[b][1,4]oxazine-4,6-diFormate BrC=1C(=CC2=C(OCCN2C(=O)OC2=CC=CC=C2)C1)C(=O)OC